2-(2-[2-(2-[2-(2-[4-(17-carboxyheptadecanoylamino)-4(S)-carboxybutyrylamino]ethoxy)ethoxy]acetylamino)ethoxy]ethoxy)acetic acid C(=O)(O)CCCCCCCCCCCCCCCCC(=O)N[C@@H](CCC(=O)NCCOCCOCC(=O)NCCOCCOCC(=O)O)C(=O)O